BrC1=CC=C(C(=N1)OC)NS(=O)(=O)C N-(6-bromo-2-methoxypyridin-3-yl)methanesulfonamide